(S)-2-amino-4-hydroxy-N-(4-octylphenyl)butanamide N[C@H](C(=O)NC1=CC=C(C=C1)CCCCCCCC)CCO